C(C)C1=NC(N=C1)=O ethylimidazolone